(2S,3R,4R,5S,6R)-2-(4-(4-fluorobenzyl)-2,6-dihydroxyphenyl)-6-(hydroxymethyl)tetrahydro-2H-pyran-3,4,5-triol FC1=CC=C(CC2=CC(=C(C(=C2)O)[C@@H]2O[C@@H]([C@H]([C@@H]([C@H]2O)O)O)CO)O)C=C1